ammonium ethoxyl sulfate S(=O)(=O)(OOCC)[O-].[NH4+]